COC=1C=C2C(C(N(C2=CC1)C)=O)=O 5-methoxy-1-methyl-2,3-indolinedione